1-Butylpyrrole chloride salt [Cl-].C(CCC)N1C=CC=C1